2-[methyl-[4-[3-[2-[[2-[(5-methyl-1-methylsulfonyl-pyrrole-3-carbonyl)amino]acetyl]amino]thiazol-4-yl]phenyl]-2-pyridyl]amino]acetic acid CN(CC(=O)O)C1=NC=CC(=C1)C1=CC(=CC=C1)C=1N=C(SC1)NC(CNC(=O)C1=CN(C(=C1)C)S(=O)(=O)C)=O